1H-PYRROLE-3-CARBOXALDEHYDE N1C=C(C=C1)C=O